(R)-N-(2-(4-(5-fluoropyridin-2-yl)-1,9-dioxaspiro[5.5]undecan-4-yl)ethyl)-2,3-dihydro-1H-inden-2-amine mandelate C(C(O)C1=CC=CC=C1)(=O)O.FC=1C=CC(=NC1)[C@@]1(CCOC2(C1)CCOCC2)CCNC2CC1=CC=CC=C1C2